CC1=C(C=NC=2OCCN(C21)C(=O)OC(C)(C)C)N2CC=1N=C(N=CC1CC2)NC2=CC(=CC=C2)N2CCN(CC2)C tert-butyl 8-methyl-7-(2-{[3-(4-methylpiperazin-1-yl)phenyl]amino}-5H,6H,7H,8H-pyrido[3,4-d]pyrimidin-7-yl)-1H,2H,3H-pyrido[2,3-b][1,4]oxazine-1-carboxylate